ClC1=C(C=C(C(=C1)Cl)OC(C(F)F)(F)F)N1C(N(CC1)[C@H](C(=O)OC)C)=O methyl (2S)-2-[3-[2,4-dichloro-5-(1,1,2,2-tetrafluoroethoxy)phenyl]-2-oxo-imidazolidin-1-yl]propanoate